ClC=1C(=NC(=NC1)NC=1N=NC(=CC1)N1CCN(CC1)C)NC1=CC(=CC=C1)C(F)(F)F 5-chloro-N2-(6-(4-methylpiperazin-1-yl)pyridazin-3-yl)-N4-(3-(trifluoromethyl)phenyl)pyrimidine-2,4-diAmine